[Li].NC1=C(C=CC(=C1)N)N=NC1=CC(=CC=C1)C(F)(F)F 2,4-diamino-3'-trifluoromethyl-azobenzene lithium